2-(6-benzyloxy-3,4-dihydro-1H-2,7-naphthyridin-2-yl)-5-chloro-oxazolo[4,5-b]pyridine C(C1=CC=CC=C1)OC=1C=C2CCN(CC2=CN1)C=1OC=2C(=NC(=CC2)Cl)N1